propionic acid monohydrazide C(CC)(=O)NN